N=1C=CN2C1C=CC(=C2)C2=NC1=C(N2)C=C(C=C1C)C1CCN(CC1)C1CCN(CC1)CC(C)C 2-(imidazo[1,2-a]pyridin-6-yl)-6-(1'-isobutyl-[1,4'-bipiperidin]-4-yl)-4-methyl-1H-benzo[d]imidazole